calcium cerium Oxide [O-2].[Ce+3].[Ca+2]